8,11-diazatetracyclo[8.3.3.01,9.02,7]hexadeca-2(7),3,5,8-tetraene C123C=4C=CC=CC4N=C1C(NCC2)CCC3